1,4,7,10-tetraazacyclododecane-1,4,7,10-tetraacetic acid tri-tert-butyl ester C(C)(C)(C)OC(CN1CCN(CCN(CCN(CC1)CC(=O)OC(C)(C)C)CC(=O)OC(C)(C)C)CC(=O)O)=O